[W]=O.[Pd] palladium tungsten-oxide